FC(C12CNCC(CC1)N2S(=O)(=O)C2=CC=C(C=C2)[N+](=O)[O-])F 1-(Difluoromethyl)-8-((4-nitrophenyl)sulfonyl)-3,8-diazabicyclo[3.2.1]octane